C(=O)[O-].F[NH+](F)F trifluoro-ammonium formate